N=1N2C(C=C(C1)C(=O)O)=CC=C2 Pyrrolo[1,2-b]Pyridazine-3-carboxylic acid